2-[(7-hydroxy-3,7-dimethyloctan-yl)amino]benzoic acid methyl ester COC(C1=C(C=CC=C1)NCCC(CCCC(C)(C)O)C)=O